C(C)N(C(=O)C=1C=NN(C1C)C(C(C)F)C)C1=CN=NC=C1 n-ethyl-1-(2-fluoro-1-methylpropyl)-5-methyl-N-pyridazin-4-ylpyrazole-4-carboxamide